C[Si](C)(C)C#CC1=CC=C(C=O)C=C1 4-(trimethylsilylethynyl)-benzaldehyde